C(C)(C)C1C(OC(=NO1)C1CN(CC1)C)CN1CCCCC1 6-isopropyl-3-(1-methylpyrrolidin-3-yl)-5-(piperidin-1-ylmethyl)-5,6-dihydro-1,4,2-dioxazine